ClC1=C(C=C(C=C1N1CCN(CC1)C1COC1)C#N)NC1=NC=2N(C(=N1)N[C@H]1[C@H](C1)F)N=CC2C#N 2-({2-Chloro-5-cyano-3-[4-(oxetan-3-yl)piperazin-1-yl]phenyl}amino)-4-{[(1R,2S)-2-fluorocyclopropyl]amino}pyrazolo[1,5-a][1,3,5]triazine-8-carbonitrile